tert-butyl ((7-bromoisochroman-1-yl)methyl)(methyl)carbamate BrC1=CC=C2CCOC(C2=C1)CN(C(OC(C)(C)C)=O)C